BrCC(=O)NC=1C(=NC(=CC1)C(F)(F)F)Cl 2-bromo-N-[2-chloro-6-(trifluoromethyl)pyridin-3-yl]acetamide